3-HYDROXY-2-METHYLPENTANOIC ACID OC(C(C(=O)O)C)CC